N-((1R)-3-Cyano-3-azabicyclo[3.1.0]hexan-1-yl)-5-(4-((4-fluorophenyl)amino)pyridin-3-yl)-1H-pyrazol-3-carboxamid C(#N)N1C[C@]2(CC2C1)NC(=O)C1=NNC(=C1)C=1C=NC=CC1NC1=CC=C(C=C1)F